(5-chloropyridin-2-yl)-2,10-dimethyl-2,3,7,8,9,10-hexahydro-4H-pyrano[3,2-H]isoquinolin-4-one ClC=1C=CC(=NC1)C1(CC(C=2C=CC=3CCNC(C3C2O1)C)=O)C